N1=CC(=CC=C1)C(CC)N1C(CCC1)=O (-)-1-(1-pyridin-3-ylpropyl)pyrrolidin-2-one